C(C)(C)(C)OC(=O)N[C@H](C)C1=CC=C2C(=N1)NC(=C2)C2=NC1=C(N2C)C=C(C(=C1)C(=O)OC)Cl methyl (R)-2-(6-(1-((tert-butoxycarbonyl)amino)ethyl)-1H-pyrrolo[2,3-b]pyridin-2-yl)-6-chloro-1-methyl-1H-benzo[d]imidazole-5-carboxylate